(R)-4-(3-(1-(3-(difluoromethyl)-1-(2,2-dimethylpiperidin-4-yl)-1H-pyrazol-4-yl)-1,2,3-triazol-4-yl)pyrazolo[1,5-a]pyrimidin-5-yl)morpholine FC(C1=NN(C=C1N1N=NC(=C1)C=1C=NN2C1N=C(C=C2)N2CCOCC2)[C@H]2CC(NCC2)(C)C)F